N[C@H]1CN(C[C@@H](C1)F)C(=O)C=1C=CC=2N(C1)N=C(C2C)C2=CC=1C(=NC=CC1)N2CC2CC2 ((3R,5R)-3-Amino-5-fluoropiperidin-1-yl)(2-(1-(cyclopropylmethyl)-1H-pyrrolo[2,3-b]pyridin-2-yl)-3-methylpyrazolo[1,5-a]pyridin-6-yl)methanone